4-[(2-methylphenyl)sulfonyl]-N-[(naphthalen-2-yl)methyl]-1-(thiophene-2-carbonyl)piperazine-2-carboxamide CC1=C(C=CC=C1)S(=O)(=O)N1CC(N(CC1)C(=O)C=1SC=CC1)C(=O)NCC1=CC2=CC=CC=C2C=C1